CN(C1CC2(CN(C2)C(CC)=O)C1)C=1C2=C(N=CN1)NC=C2 1-(6-(methyl-(7H-pyrrolo[2,3-d]pyrimidin-4-yl)amino)-2-azaspiro[3.3]heptan-2-yl)propan-1-one